COC=1C=C(C=C(C1)OC)N(C1=CC=C2N=CC(=NC2=C1)C=1C=NN(C1)C1CCN(CC1)C(=O)C1(CN(C1)C(C=C)=O)O)C 1-(3-(4-(4-(7-((3,5-dimethoxyphenyl)(methyl)amino)quinoxalin-2-yl)-1H-pyrazol-1-yl)piperidine-1-carbonyl)-3-hydroxyazetidin-1-yl)prop-2-en-1-one